CN1C2=CC=C3C(=C2C=2C=C4C(=CC12)C=CC=C4)C=CC=C3 7-Methyl-7H-dibenzo[b,g]carbazole